trans-rac-2,2-Dichloro-N-(2,4-difluoro-3-(2-(2,2,2-trifluoroethoxy)acetamido)phenyl)-3-(4-fluoro-3-(trifluoromethyl)phenyl)cyclopropane-1-carboxamide ClC1([C@H]([C@@H]1C1=CC(=C(C=C1)F)C(F)(F)F)C(=O)NC1=C(C(=C(C=C1)F)NC(COCC(F)(F)F)=O)F)Cl |r|